COC(=O)C1CCN(CC1)CC=1C=C(C2=C(N=C(O2)C=2C(=C(C=CC2)C2=C(C(=CC=C2)NC=2C3=C(N=C(N2)C(F)F)C=C(C=N3)Br)C)C)C1)C#N 1-((2-(3'-((7-bromo-2-(difluoromethyl)pyrido[3,2-d]pyrimidin-4-yl)amino)-2,2'-dimethyl-[1,1'-biphenyl]-3-yl)-7-cyanobenzo[d]oxazol-5-yl)methyl)piperidine-4-carboxylic acid methyl ester